ClC1=C(C=2N=C(N=C(C2C=N1)N1CCOC2CC12)F)F 5-(7-chloro-2,8-difluoropyrido[4,3-d]pyrimidin-4-yl)-2-oxa-5-azabicyclo[4.1.0]heptane